C(CCCCCCCC)C(C(O)CO)OC(C(O)CO)CCCCCCCCC 1-nonylglyceryl ether